(S)-2-((4-(3-(benzyloxy)-5-methyl-1H-pyrazol-1-yl)piperidin-1-yl)methyl)-1-(oxetan-2-ylmethyl)-1H-benzo[d]imidazole-6-carboxylic acid methyl ester COC(=O)C=1C=CC2=C(N(C(=N2)CN2CCC(CC2)N2N=C(C=C2C)OCC2=CC=CC=C2)C[C@H]2OCC2)C1